ClC=1C=C(C=C(C1)Cl)NC1=NC2=CC(=C(C=C2C(N1)=O)F)F 2-((3,5-dichlorophenyl)amino)-6,7-difluoroquinazolin-4(3H)-one